(S)-(4-(7-methylpyrazolo[1,5-a]pyridin-2-yl)-6,7-dihydro-1H-imidazo[4,5-c]pyridin-5(4H)-yl)(4-(trifluoromethyl)oxazol-5-yl)methanone CC1=CC=CC=2N1N=C(C2)[C@H]2N(CCC1=C2N=CN1)C(=O)C1=C(N=CO1)C(F)(F)F